C(C1=CC=CC=C1)C=1N=C(SC1)C1=CNC=2N=C(N=CC21)Cl 4-Benzyl-2-(2-chloro-7H-pyrrolo[2,3-d]pyrimidin-5-yl)thiazole